piperidin-1-formaldehyde N1(CCCCC1)C=O